C(OC(CCCCCCC)=O)(OC(CCCCCCC)=O)=O.[O+2].[O+2].[Cu+] Copper(I) Dioxygen dicaprylyl carbonate